resorcinolic acid C1(O)=C(C(O)=CC=C1)C(=O)O